ClC1=CC=C(C=N1)CN1CCN2C1=C(C(CC2OC)C)[N+](=O)[O-] 1-[(6-chloro-3-pyridinyl)-methyl]-1,2,3,5,6,7-hexahydro-5-methoxy-7-methyl-8-nitro-imidazo[1,2-a]pyridine